4-(2-(4-(trifluoromethyl)piperidin-1-yl)ethoxy)benzamide FC(C1CCN(CC1)CCOC1=CC=C(C(=O)N)C=C1)(F)F